(3S,4R)-3-fluoro-1-(4-((8-((2R,3S)-3-hydroxy-2-methylazetidin-1-yl)-5-isopropyl-2,7-naphthyridin-3-yl)amino)pyrimidin-2-yl)-3-methylpiperidin-4-ol F[C@]1(CN(CC[C@H]1O)C1=NC=CC(=N1)NC=1N=CC2=C(N=CC(=C2C1)C(C)C)N1[C@@H]([C@H](C1)O)C)C